C(C)(C)(C)[Si](O[C@H]1[C@@H](COC1)O)(C)C (3R,4R)-4-(tert-butyl-dimethyl-silanyloxy)-tetrahydrofuran-3-ol